trimethylglycine malate C(C(O)CC(=O)O)(=O)O.C[N+](C)(C)CC(=O)[O-]